FC1=C(C=CC=C1B1OC(C(O1)(C)C)(C)C)N1N=C(N=C1C)C 1-(2-fluoro-3-(4,4,5,5-tetramethyl-1,3,2-dioxaborolan-2-yl)phenyl)-3,5-dimethyl-1H-1,2,4-triazole